1-(2-hydroxy-3-methyl-phenyl)-1-(3-methyl-4-hydroxyphenyl)heptadecane OC1=C(C=CC=C1C)C(CCCCCCCCCCCCCCCC)C1=CC(=C(C=C1)O)C